C(C1=CC=CC=C1)C1=CC=CC(=N1)C1OCCN(C1)CC=1C(=NC=CC1)N(C)C 3-((2-(6-benzylpyridin-2-yl)morpholino)methyl)-N,N-dimethylpyridin-2-amine